C1(C=CC(N1CC1CC(CCC1)CN1C(C=CC1=O)=O)=O)=O 1,3-Bismaleimidomethyl(cyclohexane)